6-Chloro-3-((1-(3-ethyl-2-((1R,5S,6s)-6-hydroxy-3-azabicyclo[3.1.0]hexan-3-yl)-6-methyl-4-oxo-3,4-dihydroquinazolin-8-yl)ethyl)amino)picolinic acid ClC1=CC=C(C(=N1)C(=O)O)NC(C)C=1C=C(C=C2C(N(C(=NC12)N1C[C@@H]2C([C@@H]2C1)O)CC)=O)C